O1C(=CC=C1)CC1=C(C2=NC=CC=C2S1)C [(furan-2-yl)methyl]-3-methylthieno[3,2-b]pyridin